7-bromo-8-ethyl-1H,2H,3H-pyrido[2,3-b][1,4]oxazine BrC1=C(C2=C(OCCN2)N=C1)CC